3-((N-(4-fluorobenzyl)thiophene-2-sulfonylamino)ethynyl)-2-(1H-pyrrol-1-yl)benzoic acid methyl ester COC(C1=C(C(=CC=C1)C#CN(CC1=CC=C(C=C1)F)S(=O)(=O)C=1SC=CC1)N1C=CC=C1)=O